phenyl 7-benzyloxy-2-(1-methyl-2-oxabicyclo[2.1.1]hexan-4-yl)imidazo[1,2-a]pyridine-6-carboxylate C(C1=CC=CC=C1)OC1=CC=2N(C=C1C(=O)OC1=CC=CC=C1)C=C(N2)C21COC(C2)(C1)C